o-chlorophenyl isothiocyanate ClC1=C(C=CC=C1)N=C=S